2,2-bis-(4-hydroxyphenyl)butane OC1=CC=C(C=C1)C(C)(CC)C1=CC=C(C=C1)O